4-[1-(4,5-dichloro-2-methoxyphenyl)-2,2-difluoroethyl]piperidine ClC1=CC(=C(C=C1Cl)C(C(F)F)C1CCNCC1)OC